2-(3-(3-methoxy-1-(4-methyl-4H-1,2,4-triazol-3-yl)cyclobutyl)phenyl)-3-oxo-7-(trifluoromethyl)isoindoline-5-carbaldehyde COC1CC(C1)(C1=NN=CN1C)C=1C=C(C=CC1)N1CC2=C(C=C(C=C2C1=O)C=O)C(F)(F)F